2-(3,4-dimethoxyphenyl)-3-isopropyl-N-methyl-1H-indole-5-carboxamide COC=1C=C(C=CC1OC)C=1NC2=CC=C(C=C2C1C(C)C)C(=O)NC